(E)-N-(5-((4-(1H-pyrrolo[2,3-b]pyridin-1-yl)pyrimidin-2-yl)amino)-2-chloro-4-methoxyphenyl)-4-morpholinobut-2-enamide N1(C=CC=2C1=NC=CC2)C2=NC(=NC=C2)NC=2C(=CC(=C(C2)NC(\C=C\CN2CCOCC2)=O)Cl)OC